COC=1C=C2C(=NC(=NC2=CC1OC)C)NC(C)C1=CC=C(S1)C1=C(CNC(CO)=O)C=C(C=C1)F N-[2-(5-{1-[(6,7-dimethoxy-2-methylquinazolin-4-yl)amino]ethyl}thiophen-2-yl)-5-fluorobenzyl]-2-hydroxyacetamide